4-(4-(5-(benzyloxy)-6-cyano-4-methylpyridin-3-yl)-1H-pyrazol-1-yl)piperidine-1-carboxylic acid tert-butyl ester C(C)(C)(C)OC(=O)N1CCC(CC1)N1N=CC(=C1)C=1C=NC(=C(C1C)OCC1=CC=CC=C1)C#N